C(C)(C)(C)C1=C(C(=C(C(=C1)C)C)C=1C(=C(C=C(C1C)C)C(C)(C)C)O)O 3,3'-Di-tert-butyl-5,5',6,6'-tetramethyl-biphenyl-2,2'-diol